2-(3-bromo-2,6-dichlorophenyl)-N-[4-(3-chlorophenoxy)-3-sulfamylphenyl]acetamide BrC=1C(=C(C(=CC1)Cl)CC(=O)NC1=CC(=C(C=C1)OC1=CC(=CC=C1)Cl)S(N)(=O)=O)Cl